C1(CCCCC1)NC1=C(C=C(C=C1)S(=O)(=O)NC)C=1C=NC=NC1 4-(Cyclohexylamino)-N-methyl-3-(pyrimidin-5-yl)benzenesulfonamide